2-(3-(3-bromo-5-formylphenyl)-3-(4-methyl-4H-1,2,4-triazol-3-yl)cyclobutyl)acetonitrile BrC=1C=C(C=C(C1)C=O)C1(CC(C1)CC#N)C1=NN=CN1C